2-(2-((1r-r)-3-hydroxycyclobutyl)-2H-pyrazolo[3,4-b]pyridin-6-yl)-3-methyl-5-(trifluoromethyl)phenol OC1CC(C1)N1N=C2N=C(C=CC2=C1)C1=C(C=C(C=C1C)C(F)(F)F)O